C(C)SC1=NSC(=N1)NC(=O)N1CC2(C1)CCC(CC2)N(C=2C1=C(N=CN2)NC=C1)C N-(3-(Ethylthio)-1,2,4-thiadiazol-5-yl)-7-(methyl(7H-pyrrolo[2,3-d]pyrimidin-4-yl)amino)-2-azaspiro[3.5]nonane-2-carboxamide